N-[gamma-maleimidobutyryloxy]succinimide C1(C=CC(N1CCCC(=O)ON1C(CCC1=O)=O)=O)=O